N-(3'-Amino-3,5-dimethyl-biphenyl-2-yl)-2-(4-fluoro-phenyl)-acetamide NC=1C=C(C=CC1)C1=C(C(=CC(=C1)C)C)NC(CC1=CC=C(C=C1)F)=O